C(C1=CC=CC=C1)OC1CC(C1)N1CC(CC1)(F)F 1-(3-(benzyloxy)cyclobutyl)-3,3-difluoropyrrolidine